ON[C@@H](CC1=CC=CC=C1)C(=O)O hydroxyphenylalanine